((2-hydroxy-2-methylpropyl)carbamoyl)picolinate OC(CNC(=O)OC(C1=NC=CC=C1)=O)(C)C